FC1=C(COC2=CC=C3C(=C(NC3=C2)C)C(=O)[O-])C=CC=C1.[K+] potassium 6-((2-fluorobenzyl) oxy)-2-methylindole-3-carboxylate